COC1=CC=C(C=C1)N1C2(C3=CC=CC=C3C1=O)CCC1(CC2)OCCO1 2''-(4-methoxyphenyl)dispiro[[1,3]dioxolane-2,1'-cyclohexane-4',1''-isoindol]-3''(2''H)-one